[1-[(4-Aminotetrahydropyran-4-carbonyl)amino]cyclopropyl]benzoic acid methyl ester COC(C1=C(C=CC=C1)C1(CC1)NC(=O)C1(CCOCC1)N)=O